1-(4-(3-(4-(benzylthio)phenyl)oxetan-3-yl)piperazin-1-yl)-2,2,2-trifluoroethan-1-one C(C1=CC=CC=C1)SC1=CC=C(C=C1)C1(COC1)N1CCN(CC1)C(C(F)(F)F)=O